COC1=C(CN2[C@@H](CC3(OCCC4=C3SC(=C4)C(F)(F)F)CC2)C#C[Si](C)(C)C)C=CC(=C1)OC (2S)-1-(2,4-dimethoxybenzyl)-2'-(trifluoromethyl)-2-((trimethylsilyl)ethynyl)-4',5'-dihydrospiro[piperidine-4,7'-thieno[2,3-c]pyran]